7-acetyl-3-methyl-1,5-naphthyridin-2(1H)-one C(C)(=O)C1=CN=C2C=C(C(NC2=C1)=O)C